tert-butyl 3-hydroxy-3-(6-methoxypyridin-3-yl)piperidine-1-carboxylate OC1(CN(CCC1)C(=O)OC(C)(C)C)C=1C=NC(=CC1)OC